ethyl P-(4-(5-(chlorodifluoromethyl)-1,2,4-oxadiazol-3-yl)-2-fluorobenzyl)-N-phenylphosphonamidate ClC(C1=NC(=NO1)C1=CC(=C(CP(OCC)(=O)NC2=CC=CC=C2)C=C1)F)(F)F